trans-Benzyl 3-((tert-butoxycarbonyl)amino)-4-fluoropyrrolidine-1-carboxylate C(C)(C)(C)OC(=O)N[C@@H]1CN(C[C@H]1F)C(=O)OCC1=CC=CC=C1